NC=1C2=C(N=CN1)N(C(=C2C=2C=NC1=CC=CC=C1C2)C#C)C21CCC(CC2)(C1)NC(=O)C1=NC=C(N=C1)C N-(4-(4-amino-6-ethynyl-5-(quinolin-3-yl)-7H-pyrrolo[2,3-d]pyrimidine-7-yl)bicyclo[2.2.1]heptan-1-yl)-5-methylpyrazine-2-carboxamide